FC(CCCCC1=NC2=NC=CC=C2C(=C1)OC)[C@H]1CN(CC1)C(=O)OC(C)(C)C Tert-butyl (3R)-3-(1-fluoro-5-(4-methoxy-1,8-naphthyridin-2-yl)pentyl)pyrrolidine-1-carboxylate